C12C3C4C5C=CC(C4C(C2C2C4CCCC4C1C2)C3)C5 heptacyclo[8.7.0.12,9.14,7.111,17.03,8.012,16]-5-eicosene